N-((S)-(5-((R)-Cyclopropyl((S)-2-oxo-4-(trifluoromethyl)imidazolidin-1-yl)methyl)-4-fluorobenzo[d]oxazol-2-yl)(4,4-difluorocyclohexyl)methyl)-1-ethyl-1H-pyrazole-5-carboxamide C1(CC1)[C@H](C=1C=CC2=C(N=C(O2)[C@@H](NC(=O)C2=CC=NN2CC)C2CCC(CC2)(F)F)C1F)N1C(N[C@@H](C1)C(F)(F)F)=O